(methyl)(oxo)-λ6-sulfanimine CS(=N)=O